3-iodo-6-(oxetan-3-yl)pyrazolo[1,5-a]pyridine IC=1C=NN2C1C=CC(=C2)C2COC2